(R)-7'-trifluoromethylsulfonyloxy-2',3'-dihydrospiro[chromane-4,1'-indene] FC(S(=O)(=O)OC=1C=CC=C2CC[C@@]3(C12)CCOC1=CC=CC=C13)(F)F